OCN1C([C@](CC1)(C=1OC(=NN1)C1=C(C=CC=C1)NC1=CC=C(C=C1)C(F)(F)F)C)=O (R)-1-(hydroxymethyl)-3-methyl-3-(5-(2-((4-(trifluoromethyl)phenyl)amino)phenyl)-1,3,4-oxadiazol-2-yl)pyrrolidin-2-one